N,N-dimethyl-formimidamide CN(C=N)C